(5-bromo-2-ethylbenzofuran-3-yl)(3,5-dibromo-4-hydroxyphenyl)methanone BrC=1C=CC2=C(C(=C(O2)CC)C(=O)C2=CC(=C(C(=C2)Br)O)Br)C1